5-oxo-5H-benzo-[4',5']thiazolo[3',2':1,6]pyrido[2,3-d]pyrimidine-6-carboxylate O=C1C(=C2N(C=3N=CN=CC31)C3=C(S2)C=CC=C3)C(=O)[O-]